3-(2-carbonylpiperidin-1-yl)benzaldehyde C(=O)=C1N(CCCC1)C=1C=C(C=O)C=CC1